C(C)(C)(C)OC(=O)N1CCC(CC1)C=1N=NN(C1)C1=CC=C(C=C1)F.C1(=CC=CC=C1)C1=NC(=CN1CO)CO 2-phenyl-3,5-bis(hydroxymethyl)imidazole tert-butyl-4-(1-(4-fluorophenyl)-1H-1,2,3-triazol-4-yl)piperidine-1-carboxylate